ClC=1C(=NC=CC1C(=O)N1[C@H]2CO[C@@H](C1)C2)NC2=C(C=C(C(=O)N=C1NCCN1)C=C2F)C2CC2 4-({3-chloro-4-[(1R,4R)-2-oxa-5-azabicyclo[2.2.1]heptane-5-carbonyl]pyridin-2-yl}amino)-3-cyclopropyl-5-fluoro-N-[imidazolidin-2-ylidene]benzamide